CN1C(C(=CC2=CC=NC(=C12)OCC1(CC1)S(NC=1SC=CN1)(=O)=O)C(=O)O)=O 1-methyl-2-oxo-8-((1-(N-(thiazol-2-yl)sulfamoyl)cyclopropyl)methoxy)-1,2-dihydro-1,7-naphthyridine-3-carboxylic acid